N[C@H](CO[Si](C1=CC=CC=C1)(C1=CC=CC=C1)C(C)(C)C)[C@@H](C)OC1OCCCC1 [(2R,3R)-2-amino-3-(oxan-2-yloxy)butoxy](tert-butyl)diphenylsilane